platinum (II) {bis[(isoquinolinyl)naphthalenyl]}methane C1(=NC=CC2=CC=CC=C12)C1=C(C2=CC=CC=C2C=C1)CC1=C(C=CC2=CC=CC=C12)C1=NC=CC2=CC=CC=C12.[Pt+2]